CN1C(CC(CC1(C)C)OC(=O)C(=CC1=CC=C(C=C1)OC)C(=O)OC1CC(N(C(C1)(C)C)C)(C)C)(C)C 1,1-bis(1,2,2,6,6-pentamethyl-4-piperidyloxycarbonyl)-2-(4-methoxy-phenyl)ethene